4-((4-(1-(tert-Butyl)-1H-pyrazol-4-yl)pyridin-2-yl)((4-(4-methoxy-3-methylphenyl)bicyclo[2.2.2]octan-1-yl)methyl)carbamoyl)(trans-cyclohexyl) (3-hydroxy-3-methylbutyl)carbamate OC(CCNC(O[C@@H]1CC[C@H](CC1)C(N(CC12CCC(CC1)(CC2)C2=CC(=C(C=C2)OC)C)C2=NC=CC(=C2)C=2C=NN(C2)C(C)(C)C)=O)=O)(C)C